FC(OC1=CC=C(C=C1)CC(=O)N1C[C@@]2(CC1)C=C(C(C(C2)(C)C)=O)C#N)F (5S)-2-{[4-(difluoromethoxy)phenyl]acetyl}-9,9-dimethyl-8-oxo-2-azaspiro[4.5]dec-6-ene-7-carbonitrile